Calcium lactat-hydrat O.C(C(O)C)(=O)[O-].[Ca+2].C(C(O)C)(=O)[O-]